[2-chloro-4-[[3-[3-(trifluoromethyl)-1H-pyrazol-4-yl]imidazo[1,2-a]pyrazin-8-yl]amino]phenyl]-[4-[(2S,4S)-4-hydroxy-4-methylpyrrolidine-2-carbonyl]piperazin-1-yl]methanone ClC1=C(C=CC(=C1)NC=1C=2N(C=CN1)C(=CN2)C=2C(=NNC2)C(F)(F)F)C(=O)N2CCN(CC2)C(=O)[C@H]2NC[C@@](C2)(C)O